BrC1=CC=2C(C=3C(=CC=4C(C(C5=CC(=CC=C5C4C3)C3=CC=4C(C5=CC(=CC=C5C4C=C3)Br)(C)C)(O)C)(O)C)C2C=C1)(C)C 10-bromo-3-(7-bromo-9,9-dimethyl-9H-fluoren-2-yl)-5,6,12,12-tetramethyl-6,12-dihydro-5H-indeno[1,2-b]phenanthrene-5,6-diol